7-bromo-5-fluoro-3-(4-isoquinolinyl)-1H-quinazoline-2,4-dione BrC1=CC(=C2C(N(C(NC2=C1)=O)C1=CN=CC2=CC=CC=C12)=O)F